(R)-(4-(pyrazolo[1,5-a]pyridin-2-yl)-6,7-dihydro-1H-imidazo[4,5-c]pyridin-5(4H)-yl)(4-(trifluoromethyl)oxazol-5-yl)methanone N1=C(C=C2N1C=CC=C2)[C@@H]2N(CCC1=C2N=CN1)C(=O)C1=C(N=CO1)C(F)(F)F